C1(=CC=C(C=C1)CCCC(=O)O)CCCC(=O)O 4,4'-(1,4-phenylene)dibutyric acid